6-amino-2-(4-chlorophenyl)[1,2]benzisoselenazol-3(2H)-one NC1=CC2=C(C(N([Se]2)C2=CC=C(C=C2)Cl)=O)C=C1